benzyl 3-[2-(difluoromethoxy)ethyl]carbamoyl-4H,5H,6H,7H-pyrazolo[1,5-a]pyrazine-5-carboxylate FC(OCCNC(=O)C=1C=NN2C1CN(CC2)C(=O)OCC2=CC=CC=C2)F